CN1C(N(C=2C1=CC=1C(=NN=C(C1C2)N[C@H](C)C2=C(C(=CC=C2)C=2N(N=CC2)C)C)C)C)=O |r| 1,3,8-trimethyl-5-[[rac-(1R)-1-[2-methyl-3-(2-methylpyrazol-3-yl)phenyl]ethyl]amino]imidazo[4,5-g]phthalazin-2-one